COC1=NC2=CC=CC=C2C(=C1)C(=O)N1CC(CCC1)CNS(=O)(=O)C=1SC=CC1 N-{[1-(2-methoxyquinoline-4-carbonyl)piperidin-3-yl]methyl}thiophene-2-sulfonamide